C(C)(C)(C)[S@@](=O)N=C1C2=CC=CC=C2CC12CCN(CC2)C=2C(=NC(=C(N2)C)C2=C(C(=CC=C2)Cl)Cl)C(=O)N 3-((S)-1-(((R)-tert-butylsulfinyl)imino)-1,3-dihydrospiro[indene-2,4'-piperidin]-1'-yl)-6-(2,3-dichlorophenyl)-5-methylpyrazine-2-carboxamide